C1=CC=CC=2C3=CC=CC=C3C(C12)CN(C(O)=O)[C@H](C(=O)NC=1C=NC(=CC1)CCl)CCCNC(=O)N.ClC1=CC=C(C(=C1)N)C1=CC=C(C=C1N)Cl 4,4'-dichloro-6,6'-diaminobiphenyl (9H-Fluoren-9-yl)methyl-(S)-(1-((6-(chloromethyl)pyridin-3-yl)amino)-1-oxo-5-ureidopentan-2-yl)carbamate